2-cyclopropyl-8-fluoro-5-methyl-6-nitro-4,5-dihydro-2H-[1,2,3]triazolo[4,5-c]quinolone C1(CC1)N1N=C2C(C(N(C=3C(=CC(=CC23)F)[N+](=O)[O-])C)=O)=N1